CC1=C(C(CCC1)(C)C)/C=C/C(C)=O (E)-4-(2,6,6-Trimethylcyclohex-1-enyl)-3-buten-2-one